ClC1=C(C=CC(=C1)N1CCN(CC1)C)[C@@H]1COCCCN1C1=NC(=NC(=C1)C)N |r| (±)-4-[3-[2-chloro-4-(4-methylpiperazin-1-yl)phenyl]-1,4-oxazepan-4-yl]-6-methyl-pyrimidin-2-amine